bromocyclohex-1-ene BrC1=CCCCC1